ClC1=C(C=C(C=2C([C@@]3([C@@H](CC(C=C3OC)=O)C)OC21)=O)OCCOC2OCCCC2)OS(=O)(=O)C(F)(F)F Trifluoromethanesulfonic acid [(2S,5'R)-7-chloro-1'-methoxy-5'-methyl-3,3'-dioxo-4-(2-tetrahydropyran-2-yloxyethoxy) spiro[benzofuran-2,6'-cyclohexen]-6-yl] ester